N1=CC=CC(=C1)C1[N+](C)(CCC1)[O-] Nicotine N'-Oxide